C(C)N1C(C(=CC(=C1)C=1NC2=CC=C(C=C2C1C(C)C)C1CCNCC1)C)=O 1-ethyl-5-(3-isopropyl-5-(piperidin-4-yl)-1H-indol-2-yl)-3-methylpyridin-2(1H)-one